(Z)-13-(heptadec-8-en-1-yl)-3-(2-hydroxyethyl)-11,11-dimethyl-16-octyl-10,12,14-trioxa-17-thia-3-aza-11-siladocosan-1-ol C(CCCCCC\C=C/CCCCCCCC)C(O[Si](OCCCCCCN(CCO)CCO)(C)C)OCC(SCCCCC)CCCCCCCC